C(CCC)[C@@H]1N(S(C2=C(N(C1)C1=CC=CC=C1)C=C(C(=C2)OCC(C(=O)O)(C)C)SCC)(=O)=O)C (S)-3-((3-Butyl-7-(ethylthio)-2-methyl-1,1-dioxido-5-phenyl-2,3,4,5-tetrahydro-1,2,5-benzothiadiazepin-8-yl)oxy)-2,2-dimethyl-propanoic acid